(S)-2-(4-(4-cyclopropylpyrazolo[1,5-a]pyridin-2-yl)-1,4,6,7-tetrahydro-5H-imidazo[4,5-c]pyridin-5-yl)-5-(difluoromethyl)-1,3,4-oxadiazole C1(CC1)C=1C=2N(C=CC1)N=C(C2)[C@H]2N(CCC1=C2N=CN1)C=1OC(=NN1)C(F)F